6-chloro-3-(3,3-difluorobutyl)isobenzofuran-1(3H)-one ClC1=CC=C2C(OC(C2=C1)=O)CCC(C)(F)F